N-[4-(6,7-dimethoxyquinolin-4-yl)oxy-3-fluorophenyl]-5-(furan-2-yl)-4-hydroxy-6-methylpyridine-3-carboxamide COC=1C=C2C(=CC=NC2=CC1OC)OC1=C(C=C(C=C1)NC(=O)C=1C=NC(=C(C1O)C=1OC=CC1)C)F